C(C)[C@]1(C(OCC=2C(N3CC=4C(=NC=5C=C(C(=C6C5C4C(CC6)(C)NC(C)=O)C)F)C3=CC21)=O)=O)O N-((9S)-9-Ethyl-5-fluoro-9-hydroxy-1,4-dimethyl-10,13-dioxo-1,2,3,9,10,12,13,15-octahydro-benzo[de]pyrano[3',4':6,7]indolizino[1,2-b]quinolin-1-yl)acetamide